ethyl 2-(2,4-difluorophenyl)-2,4,5,6,7,8-hexahydro-5,8-epoxycyclohepta[c]pyrazole-3-carboxylate FC1=C(C=CC(=C1)F)N1N=C2C(=C1C(=O)OCC)CC1CCC2O1